ClC=1C=C(NC2(CCC3(C(=CC4=CC=C(C=C34)CO)C[C@H](COC3=CC=NC=4CCC[C@H](C34)C)C)CC2)C(=O)O)C=CC1 (1R,4R)-4-(3-Chloroanilino)-6'-(hydroxymethyl)-2'-[(2R)-2-methyl-3-{[(5R)-5-methyl-5,6,7,8-tetrahydroquinolin-4-yl]oxy}propyl]spiro[cyclohexane-1,1'-indene]-4-carboxylic acid